C1=CC=CC=2C3=CC=CC=C3C(C12)COC(=O)N[C@H](C(=O)O)CC1=CNC2=C(C=CC=C12)C1=C(C=CC=C1)OC (S)-2-((((9H-fluoren-9-yl)methoxy)carbonyl)amino)-3-(7-(2-methoxyphenyl)-1H-indol-3-yl)propanoic acid